4-(4-(azetidin-3-ylmethoxy)-1H-indazol-6-yl)phenol N1CC(C1)COC1=C2C=NNC2=CC(=C1)C1=CC=C(C=C1)O